C(CCCCCCCCCCCCCCCCC)(=O)N stearic acid amid